rac-5-((1R,3S)-3-((4-isopropyl-4H-1,2,4-triazol-3-yl)oxy)cyclopentyl)pyrimidin-2-amine TFA salt OC(=O)C(F)(F)F.C(C)(C)N1C(=NN=C1)O[C@@H]1C[C@@H](CC1)C=1C=NC(=NC1)N |r|